5-(2-norbornyl-2-propoxycarbonylmethyloxycarbonyl)-7-oxo-bicyclo[2.2.1]Hept-2-ene C12(CCC(CC1)C2)C(C)(C)OC(=O)COC(=O)C2C1C=CC(C2)C1=O